N-[2-(trifluoromethyl)phenyl]Prop-2-enamide lithium bis-salicylate C(C=1C(O)=CC=CC1)(=O)[O-].C(C=1C(O)=CC=CC1)(=O)[O-].[Li+].FC(C1=C(C=CC=C1)NC(C=C)=O)(F)F.[Li+]